FC(C=1C=C(C=C(C1)C(F)(F)F)C1=NN(C=N1)/C=C(/C(=O)N)\C=1C(=NC(=CC1)F)F)(F)F (E)-3-(3-(3,5-bis(trifluoromethyl)phenyl)-1H-1,2,4-triazol-1-yl)-2-(2,6-difluoropyridin-3-yl)acrylamide